N1=C(C=CC2=CC=CC=C12)C1=NNC=N1 3-(quinoline-2-yl)-[1,2,4]triazole